CN1N=CC(=C1)C1=CC=2N(C=C1)C(=NN2)C(=O)NC=2C(=NC=C(C2)C(NCCN2CCCC21CCN(CC1)C)=O)C 7-(1-methyl-1H-pyrazol-4-yl)-N-(2-methyl-5-((2-(8-methyl-1,8-diazaspiro[4.5]decan-1-yl)ethyl)carbamoyl)pyridin-3-yl)-[1,2,4]triazolo[4,3-a]pyridine-3-carboxamide